6-(2,6-dimethylphenyl)-2,2-dioxo-10-tetrahydropyran-4-yl-9-oxa-2λ6-thia-3,5,12,19-tetrazatricyclo[12.3.1.14,8]nonadeca-1(18),4(19),5,7,14,16-hexaen-13-one CC1=C(C(=CC=C1)C)C1=NC=2NS(C=3C=CC=C(C(NCC(OC(=C1)N2)C2CCOCC2)=O)C3)(=O)=O